(S)-2-(5-(9-phenyl-8,9-dihydro-6H-pyrido[3',2':4,5]imidazo[2,1-c][1,4]oxazin-2-yl)pyrimidin-2-yl)propan-2-ol C1(=CC=CC=C1)[C@@H]1N2C(COC1)=NC1=C2N=C(C=C1)C=1C=NC(=NC1)C(C)(C)O